ClC1=C(C=2N=C(N=C(C2C=N1)N1C2C(C2COCC1)(F)F)OC([2H])([2H])[C@]12CCCN2C[C@@H](C1)F)F 2-(7-Chloro-8-fluoro-2-(((2R,7aS)-2-fluorotetrahydro-1H-pyrrolizin-7a(5H)-yl)methoxy-d2)pyrido[4,3-d]pyrimidin-4-yl)-8,8-difluoro-5-oxa-2-azabicyclo[5.1.0]octane